FC=1C=C(C=CC1F)N1N=C2N(C1=O)[C@@H](CC2)C2=CC=CC=C2 (5S)-2-(3,4-difluorophenyl)-5-phenyl-2,5,6,7-tetrahydro-3H-pyrrolo[2,1-c][1,2,4]triazol-3-one